(S)-1-phenylpropan-2-amine C1(=CC=CC=C1)C[C@H](C)N